C(CCCC)OCOCCCC(CC(C)[Li])C 6-pentoxymethoxy-1,3-dimethylhexyllithium